CN1CCN(CC1)C(=O)NC=1N=CC2=CC=C(C=C2C1)C1=CN=CN1C 4-methyl-N-(6-(1-methyl-1H-imidazol-5-yl)isoquinolin-3-yl)piperazine-1-carboxamide